C1(CC1)C1CC(C(C(C1)=O)=CNCCN1CCN(CC1)CCO)=O 5-cyclopropyl-2-(((2-(4-(2-hydroxyethyl)piperazin-1-yl)ethyl)amino)methylene)cyclohexane-1,3-dione